1-hydroxy-2-tert-butyldimethylsilyloxy-1,1,2,2-tetraphenylethane OC(C(C1=CC=CC=C1)(C1=CC=CC=C1)O[Si](C)(C)C(C)(C)C)(C1=CC=CC=C1)C1=CC=CC=C1